N-(4-nitrophenyl)sulfonamide [N+](=O)([O-])C1=CC=C(C=C1)NS(=O)=O